NC1=C(C=C(C=C1)C1=CC=C(C=C1)F)NC(=O)C1=CC=2C=NC(=CC2S1)S(=O)(=O)C N-[2-amino-5-(4-fluorophenyl)phenyl]-6-(methylsulfonyl)thieno[3,2-c]pyridine-2-carboxamide